Phenyl (2-phenyl-2,3-dihydro-1-benzofuran-6-yl)carbamate C1(=CC=CC=C1)C1OC2=C(C1)C=CC(=C2)NC(OC2=CC=CC=C2)=O